(N-maleimido-propionamido)-dodecaethyleneglycol C1(C=CC(N1N(C(CC)=O)C(COCCOCCOCCOCCOCCOCCOCCOCCOCCOCCOCCO)O)=O)=O